C(C)(C)(C)OC(=O)N1CCC(CC1)C1=NC(=CC=C1)OCC1=C(C=CC(=C1)C(C)=O)F 4-(6-((5-acetyl-2-fluorobenzyl)oxy)pyridin-2-yl)piperidine-1-carboxylic acid tert-butyl ester